C(=O)O.C(C)OC1=NC(=NC=C1C(=O)NC1=CC2=CN(N=C2C(=C1)F)C)N(C1CCNCC1)C 4-ethoxy-N-(7-fluoro-2-methyl-2H-indazol-5-yl)-2-(methyl(piperidin-4-yl)amino)pyrimidine-5-carboxamide formate